C(C)(C)(C)OC(=O)N1C(CNCC1)COC1=C2C(=NC(N(C2=CC(=C1Cl)Br)CC1CC1)=O)O (((7-bromo-6-chloro-1-cyclopropylmethyl-4-hydroxy-2-oxo-1,2-dihydroquinazolin-5-yl)oxy)methyl)piperazine-1-carboxylic acid tert-butyl ester